(4R,4aS,7aR,12bS)-9-(benzyloxy)-3-(cyclopropylmethyl)-4a-hydroxy-2,3,4,4a,5,6-hexahydro-1H-4,12-methanobenzofuro[3,2-e]isoquinolin-7(7aH)-one C(C1=CC=CC=C1)OC1=CC=C2C3=C1O[C@@H]1[C@]34CCN([C@@H]([C@@]4(CCC1=O)O)C2)CC2CC2